(3-Aminopropyl)Triethoxymethylsilane NCCC[SiH2]C(OCC)(OCC)OCC